[2H]C(C(F)F)(OC=1C=C2[C@@]34[C@@H]([C@H](CC2=CC1)NCC4)CCCC3)[2H] (1S,9S,10S)-4-(1,1-dideuterio-2,2-difluoro-ethoxy)-17-azatetracyclo[7.5.3.01,10.02,7]heptadeca-2,4,6-triene